methyl 2-[1-(6-chloro-4-cyano-2-morpholino-8-quinolyl)ethylamino]benzoate ClC=1C=C2C(=CC(=NC2=C(C1)C(C)NC1=C(C(=O)OC)C=CC=C1)N1CCOCC1)C#N